8-(((1-methylpiperidin-4-yl)methyl)(octylsulfinyl)amino)pentadecane-1,15-diyl bis(4,4-bis(pentyloxy)butanoate) C(CCCC)OC(CCC(=O)OCCCCCCCC(CCCCCCCOC(CCC(OCCCCC)OCCCCC)=O)N(S(=O)CCCCCCCC)CC1CCN(CC1)C)OCCCCC